1-[4-(1,6-Dimethyl-1H-indazol-3-yl)-phenyl]-3-oxazol-5-ylmethyl-urea CN1N=C(C2=CC=C(C=C12)C)C1=CC=C(C=C1)NC(=O)NCC1=CN=CO1